cis-5-Dodecenoic acid C(CCC\C=C/CCCCCC)(=O)O